1-(1-(3-(3,4-diaminophenyl)isoquinolin-8-yl)-3-ethyl-5,6-dihydroimidazo[1,5-a]pyrazin-7(8H)-yl)ethan-1-one NC=1C=C(C=CC1N)C=1N=CC2=C(C=CC=C2C1)C=1N=C(N2C1CN(CC2)C(C)=O)CC